CCC(CCC)[BH-](C(CC)CCC)C(CC)CCC.[K+] potassium tri(hex-3-yl)borohydride